(2S)-N-{(1S)-2-[4'-(azetidin-1-ylsulfanyl)biphenyl-4-yl]-1-cyanoethyl}-1,4-oxaazepan-2-carboxamide N1(CCC1)SC1=CC=C(C=C1)C1=CC=C(C=C1)C[C@@H](C#N)NC(=O)[C@H]1OCCCNC1